3-(4-(3,4-dichlorophenyl)-5-isobutylthiazol-2-ylamino)-2-(dimethylamino)propionic acid ClC=1C=C(C=CC1Cl)C=1N=C(SC1CC(C)C)NCC(C(=O)O)N(C)C